(R)-2-((3-chlorophenyl)amino)-2-oxo-1-phenylethyl 3-amino-6-(1-(1-(3-(piperazin-1-yl)propyl)piperidin-4-yl)-1H-pyrazol-4-yl)pyrazine-2-carboxylate hydrochloride Cl.NC=1C(=NC(=CN1)C=1C=NN(C1)C1CCN(CC1)CCCN1CCNCC1)C(=O)O[C@@H](C(=O)NC1=CC(=CC=C1)Cl)C1=CC=CC=C1